CC1N(C(CCC1)C)C1=C(C=C(C(=O)NC2=C(C=C(C=C2)F)CC(=O)O)C=C1)NC(=O)C1=NN(C2=CC=CC=C12)CC(F)(F)F 2-(2-(4-(2,6-dimethylpiperidin-1-yl)-3-(1-(2,2,2-trifluoroethyl)-1H-indazole-3-carboxamido)benzamido)-5-fluorophenyl)acetic acid